(1S,2S,6S)-6-((S)-5-Chloro-6-fluoro-2-phenyl-2-((S)-pyrrolidin-2-yl)-2,3-dihydrobenzofuran-4-yl)-7-fluoro-1-hydroxy-N,2-dimethyl-2,3-dihydro-1H-indene-5-carboxamide ClC=1C(=CC2=C(C[C@@](O2)([C@H]2NCCC2)C2=CC=CC=C2)C1C1=C(C=C2C[C@@H]([C@@H](C2=C1F)O)C)C(=O)NC)F